N1(CCCCC1)C1=CC(=CC=C1)N1CCCCC1 1,3-bis(piperidin-1-yl)benzene